N(=O)S1(SCC=C1)N=O S,S-Dinitrosodithiol